C\1(=C/CC\C=C\CC\C=C\CC1)/C(C)=O 1-((1Z,5E,9E)-cyclododeca-1,5,9-trien-1-yl)ethan-1-one